FC=1C=C(C=CC1N1C=NC(=C1)C)NC(=O)N1CC2=CC=CC=C2CC1 N-(3-fluoro-4-(4-methyl-1H-imidazol-1-yl)phenyl)-3,4-dihydroisoquinoline-2(1H)-carboxamide